C(C)(C)(C)OC(=O)N1CCC2(CC2C2=NC3=C(N2C[C@H]2OCC2)C=C(C=C3)C(=O)[O-])CC1 2-(6-(tert-butoxycarbonyl)-6-azaspiro[2.5]octan-1-yl)-1-((S)-oxetan-2-ylmethyl)-1H-Benzo[d]imidazole-6-carboxylate